C1(=CC=CC=C1)[I+]C1=CC=CC=C1.FC(C(C(C(S(=O)(=O)[O-])(F)F)(F)F)(F)F)(F)F nonafluorobutanesulfonic acid, diphenyliodonium salt